3-amino-1-phenyl-1H-pyrazole-4-carboxylic acid methyl ester COC(=O)C=1C(=NN(C1)C1=CC=CC=C1)N